6-(4-(3-cyano-4-fluorophenyl)-1-(2,2-difluoroethyl)-1H-imidazol-5-yl)imidazo[1,2-b]pyridazine-3-carbonitrile C(#N)C=1C=C(C=CC1F)C=1N=CN(C1C=1C=CC=2N(N1)C(=CN2)C#N)CC(F)F